1-Cyclohexylbenzene-1,2-diamine C1(CCCCC1)C1(C(C=CC=C1)N)N